(2S,4R)-4-(4-fluoro-2-trifluoromethyl-benzenesulfonyl)-1-(1-trifluoromethyl-cyclopropanecarbonyl)-pyrrolidine-2-carboxylic acid (1-cyano-cyclopropyl)-amide C(#N)C1(CC1)NC(=O)[C@H]1N(C[C@@H](C1)S(=O)(=O)C1=C(C=C(C=C1)F)C(F)(F)F)C(=O)C1(CC1)C(F)(F)F